3-(4-(4-(aminomethyl)pyridin-2-yl)-1-oxoisoindolin-2-yl)piperidine-2,6-dione NCC1=CC(=NC=C1)C1=C2CN(C(C2=CC=C1)=O)C1C(NC(CC1)=O)=O